O1CCN(CC1)CC1=CC=C(O1)\C(\C(\C)=N\NC(NCC)=S)=N\NC(NCC)=S (2E,2'E)-2,2'-(1-(5-(morpholinomethyl)furan-2-yl)propane-1,2-diylidene)bis(N-ethylhydrazine-1-carbothioamide)